2-(imidazo[2,1-b]thiazol-6-yl)-N-[5-methyl-4-(2-methyl-1H-indol-3-yl)thiazol-2-yl]acetamide S1C=2N(C=C1)C=C(N2)CC(=O)NC=2SC(=C(N2)C2=C(NC1=CC=CC=C21)C)C